Hydrogen phosphate potassium [K+].P(=O)(O)([O-])[O-].[K+]